3-cyclobutylbicyclo[1.1.1]pentan-1-amine C1(CCC1)C12CC(C1)(C2)N